3-carbamoyl-1-(2-((2-(3-chloro-2-fluorobenzylamino)-2-oxoethyl)(isopropyl)amino)-2-oxoethyl)-1H-indazole-5-carbonyl azide C(N)(=O)C1=NN(C2=CC=C(C=C12)C(=O)N=[N+]=[N-])CC(=O)N(C(C)C)CC(=O)NCC1=C(C(=CC=C1)Cl)F